ClC=1C=C(C=CC1F)NC1=NC=NC2=CC(=C(C=C12)NC(C=CCCN1CCCCC1)=O)OC(C)C 5-Piperidin-1-yl-pent-2-enoic acid [4-(3-chloro-4-fluoro-phenylamino)-7-isopropoxy-quinazolin-6-yl]-amide